pentamethylparaben dicarbamate C(N)(O)=O.C(N)(O)=O.CC=1C(=C(C(=C(C(OC)=O)C1)C)C)OC